2-chloro-6-cyclobutyl-3-nitropyridine ClC1=NC(=CC=C1[N+](=O)[O-])C1CCC1